S(=O)(=O)(O)CCO.C(C)(=O)C1=C(C2=C(N=C(N=C2)NC2=NC=C(C=C2)N2CCNCC2)N(C1=O)C1CCCC1)C 6-acetyl-8-cyclopentyl-5-methyl-2-[[5-(1-piperazinyl)-2-pyridinyl]amino]pyrido[2,3-d]pyrimidin-7(8H)-one isethionate salt